C1=CC(=CC=C1C(=O)C2=CC=C(C=C2)F)C(=O)C3=CC=C(C=C3)F 1,4-bis(fluorobenzoyl)benzene